(1-(4'-nitro-2'-((4-((2-(piperidin-1-yl)ethyl)carbamoyl)phenyl)ethynyl)-[1,1'-biphenyl]-3-carbonyl)pyrrolidin-3-yl)carbamate [N+](=O)([O-])C1=CC(=C(C=C1)C1=CC(=CC=C1)C(=O)N1CC(CC1)NC([O-])=O)C#CC1=CC=C(C=C1)C(NCCN1CCCCC1)=O